p-phenylene-benzobisoxazoleAt C1(=CC=C(C=C1)C1=CC=CC2=C1N=C(O2)C(=O)[O-])C2=CC=CC1=C2N=C(O1)C(=O)[O-]